CN1CCN(CC1)C1=CC=C(C=N1)NC1=NC=CC2=C1C(NC2)=O 4-((6-(4-methylpiperazin-1-yl)pyridin-3-yl)amino)-1,2-dihydro-3H-pyrrolo[3,4-c]pyridin-3-one